(±)-tert-butyl 4-((2,2-difluoro-6-(6-(methoxycarbonyl)pyridin-3-yl)-7-azaspiro[3.5]nonan-7-yl)methyl)-5-methoxy-7-methyl-1H-indole-1-carboxylate FC1(CC2(C1)C[C@@H](N(CC2)CC2=C1C=CN(C1=C(C=C2OC)C)C(=O)OC(C)(C)C)C=2C=NC(=CC2)C(=O)OC)F |r|